3-(aminomethyl)oxan-4-ol NCC1COCCC1O